N-[(6-Amino-2-pyridyl)sulfonyl]-6-[1-(3-chlorobenzoyl)-3,6-dihydro-2H-pyridin-5-yl]-2-[(4S)-2,2,4-trimethylpyrrolidin-1-yl]pyridin-3-carboxamid NC1=CC=CC(=N1)S(=O)(=O)NC(=O)C=1C(=NC(=CC1)C1=CCCN(C1)C(C1=CC(=CC=C1)Cl)=O)N1C(C[C@@H](C1)C)(C)C